C(CC=CCC)OC(C(CC)C)=O 2-methyl-butyric acid 3-hexenyl ester